CC1=NC(=CC(=C1)C1=C(C(=NN1)C=1SC(=CN1)C1CCN(CC1)CC(=O)N(C)C)C(C)C)C 2-(4-(2-(5-(2,6-dimethylpyridin-4-yl)-4-isopropyl-1H-pyrazol-3-yl)thiazol-5-yl)piperidin-1-yl)-N,N-dimethylacetamide